NC([C@H](C[C@H]1C(NCC1)=O)NC(=O)[C@H]1N(C[C@@H](C1)SC)C(=O)OCC1C2=CC=CC=C2C=2C=CC=CC12)=O 9H-fluoren-9-ylmethyl (2S,4R)-2-[[(1S)-2-amino-2-oxo-1-[[(3S)-2-oxopyrrolidin-3-yl] methyl] ethyl] carbamoyl]-4-methylsulfanyl-pyrrolidine-1-carboxylate